NC1=C(C=C(N=N1)C1=C(C=CC=C1)O)N1CCC2(CN(CCO2)C2=CC(=CC=C2)OCCN2CCNCC2)CC1 2-[6-amino-5-[4-[3-(2-piperazin-1-ylethoxy)phenyl]-1-oxa-4,9-diazaspiro[5.5]undecan-9-yl]pyridazin-3-yl]phenol